Methyl (E)-2-benzylidene-4-phenylbutanoate C(/C1=CC=CC=C1)=C(\C(=O)OC)/CCC1=CC=CC=C1